FC(C(=O)O)(F)F.ClC1=C(C(=O)N2CCC(CC2)C(=O)NC[C@H]2CNCC2)C=CC(=C1)NC(=O)C=1N(C(=CN1)C1=C(C(=C(C=C1)OC(F)F)F)F)C 1-[2-chloro-4-[[5-[4-(difluoromethoxy)-2,3-difluoro-phenyl]-1-methyl-imidazole-2-carbonyl]amino]benzoyl]-N-[[(3R)-pyrrolidin-3-yl]methyl]piperidine-4-carboxamide trifluoroacetate